Cl.C1N[C@@H](CC2=CC=CC=C12)C(=O)OCC ethyl (S)-1,2,3,4-tetrahydroisoquinoline-3-carboxylate HCl